1-(5-bromo-2-chlorophenyl)azetidin-3-ol BrC=1C=CC(=C(C1)N1CC(C1)O)Cl